ClC1=NC=C(C(=N1)C1=CN=C2N1C=C(C=C2)NC(C2=CC=CC=C2)=O)Cl N-(3-(2,5-dichloropyrimidin-4-yl)imidazo[1,2-a]Pyridine-6-Yl)benzamide